ClC1=C(C=CC=C1)C1=CC=C2CCC(C(C2=C1)NC(O[C@@H]1CN2CCC1CC2)=O)(C)C (S)-quinuclidin-3-yl (7-(2-chlorophenyl)-2,2-dimethyl-1,2,3,4-tetrahydronaphthalen-1-yl)carbamate